O1COC2=C1C=CC(=C2)OC2=NC=CC=C2C(=O)NCC2=C(C=C(O[C@@H](C(=O)O)C)C=C2)F 2-[4-[[[[2-(1,3-benzodioxol-5-yloxy)-3-pyridinyl]carbonyl]amino]methyl]-3-fluorophenoxy]-(2R)-propionic acid